methyl 5-{[(tert-butoxy)carbonyl](prop-2-en-1-yl)amino}-6-ethenylpyridine-3-carboxylate C(C)(C)(C)OC(=O)N(C=1C=C(C=NC1C=C)C(=O)OC)CC=C